4-(7-fluoro-1-(pyridazin-3-ylmethyl)-benzimidazol-2-yl)-1,2,5-oxadiazol-3-amine FC1=CC=CC2=C1N(C(=N2)C=2C(=NON2)N)CC=2N=NC=CC2